C(#N)C1=C(C=CC(=C1)C(F)F)N1CCC(CC1)(C(=O)N[C@@H]1CN(CC1)C)C=1C=CC(=NC1)C=1C(=NC=CC1)OCC 1-[2-cyano-4-(difluoromethyl)phenyl]-4-{2'-ethoxy-[2,3'-bipyridine]-5-yl}-N-[(3S)-1-methylpyrrolidin-3-yl]piperidine-4-carboxamide